C(C)(C)(C)[S@@](=O)NC1C=2C(=NC=C(C2)OC)CC12CCN(CC2)C(=O)OCCCC butyl 5-[[(R)-tert-butylsulfinyl]amino]-3-methoxy-spiro[5,7-dihydrocyclopenta[b]pyridine-6,4'-piperidine]-1'-carboxylate